[Ru](I)(I)I.ClC1(CCC(CC1)P(C1CCCCC1)(C1CCCCC1)=CC1=CC=CC=C1)Cl dichloro(benzylidene)(tricyclohexylphosphorus) ruthenium (III) iodide